C(CCCCC)C(CCCCCCCCC)N1C2=C(C3=C1C=CS3)SC=C2 4-(hexyldecyl)-4H-dithieno[3,2-b:2',3'-d]pyrrole